N1N=NC2=C1C=CC(=C2)CN2C(C1=CC=CC=C1C2CC2=C(C(=NN2C)C(F)F)Cl)=O 2-((1H-benzo[d][1,2,3]triazol-5-yl)methyl)-3-((4-chloro-3-(difluoromethyl)-1-methyl-1H-pyrazol-5-yl)methyl)isoindolin-1-one